[Si](C)(C)(C(C)(C)C)OCC1[N@@](C1)C(=O)OC(C)(C)C (R)-tert-butyl 2-(((tert-butyldimethylsilyl)oxy) methyl)aziridine-1-carboxylate